N,N-dibenzyl-1-{3-fluoro-bicyclo[1.1.1]pentan-1-yl}cyclopropan-1-amine C(C1=CC=CC=C1)N(C1(CC1)C12CC(C1)(C2)F)CC2=CC=CC=C2